C1(CC1)C=1C=C(C(=O)O)C=CC1N(C(CN(S(=O)(=O)C1=C(C(=C(C(=C1F)F)F)F)F)CC1=C(C(=C(C(=C1F)F)F)F)F)=O)CC1=CC(=CC(=C1)C1CC1)C1CC1 3-cyclopropyl-4-(N-(3,5-dicyclopropylbenzyl)-2-(N-((perfluorophenyl)methyl)-(2,3,4,5,6-pentafluoro-phenyl)sulfonamido)acetamido)benzoic acid